1-{3-[2-(4-chloro-3-fluorophenoxy)acetamido]bicyclo[1.1.1]pentan-1-yl}-N-[cis-3-(trifluoromethoxy)cyclobutyl]-1H-pyrazole-4-carboxamide ClC1=C(C=C(OCC(=O)NC23CC(C2)(C3)N3N=CC(=C3)C(=O)N[C@@H]3C[C@@H](C3)OC(F)(F)F)C=C1)F